COC(CC(C)O)OC 4,4-dimethoxybutan-2-ol